3-(4-bromobenzyl)quinolin-2(1H)-one BrC1=CC=C(CC=2C(NC3=CC=CC=C3C2)=O)C=C1